3-(6-Fluoropyridin-3-yl)-1-(2-methoxypyrimidin-5-yl)-1-((5-(trifluoromethyl)-1H-pyrazol-3-yl)methyl)urea FC1=CC=C(C=N1)NC(N(CC1=NNC(=C1)C(F)(F)F)C=1C=NC(=NC1)OC)=O